O1O[BiH]C2=C1C=CC=C2 benzodioxabismol